C(=O)(OC(C)(C)C)N1C=C(C2=CC=CC=C12)B(O)O N-Bocindole-3-boronic acid